C1=CC=C(C=2SC3=C(C21)C=CC=C3)C=3C=C(C=CC3)C3=CC(=CC=C3)C3=C2C(=NC=N3)C3=C(O2)C=CC=2C=CC=CC23 8-[3'-(dibenzothiophen-4-yl)(1,1'-biphenyl-3-yl)]naphtho[1',2':4,5]furo[3,2-d]pyrimidine